ClC1=C(C=C2C=C(N=CC2=C1)NC(=O)C1[C@H]2CCOC[C@H]12)C1CCN(CC1)[C@@]1(COC[C@@H]1F)C (1S,6S)-N-(7-chloro-6-(1-((3R,4R)-4-fluoro-3-methyltetrahydrofuran-3-yl)piperidin-4-yl)isoquinolin-3-yl)-3-oxabicyclo[4.1.0]heptane-7-carboxamide